OC(=O)C(F)(F)F.N[C@@H](CNCC1=CC(=NC=C1)NC([C@H](C1CCC(CC1)(F)F)NC(OC(C)(C)C)=O)=O)C(F)(F)F Tert-butyl ((S)-2-((4-((((S)-2-amino-3,3,3-trifluoropropyl)-amino)methyl)pyridin-2-yl)amino)-1-(4,4-difluorocyclohexyl)-2-oxoethyl)carbamate TFA salt